COC1=C(C=CC(=C1)OC)CN(C)C1=NC(=NC2=C(N(N=C12)COCC[Si](C)(C)C)CC1=CC=CC=C1)Cl [(2,4-dimethoxyphenyl)methyl]-N-methyl(3-benzyl-5-chloro-2-{[2-(trimethylsilyl)ethoxy]methyl}-2H-1,2,4,6-tetraazainden-7-yl)amine